succinic acid bis[2-[(2-methyl-acryloyl) oxy] ethyl] ester CC(C(=O)OCCOC(CCC(=O)OCCOC(C(=C)C)=O)=O)=C